FC(OC=1C=C(C(=O)OC)C=C(C1[N+](=O)[O-])NC)F methyl 3-(difluoromethoxy)-5-(methylamino)-4-nitrobenzoate